3-Methoxypropionic acid methyl ester COC(CCOC)=O